1,4-di-o-tolylbutane-1,4-dione C1(=C(C=CC=C1)C(CCC(=O)C1=C(C=CC=C1)C)=O)C